5-(pentyloxy)valeraldehyde C(CCCC)OCCCCC=O